ClC1=CC(=C(N1C1=CC=C(C#N)C=C1)C)C(CN1C2[C@@H](CC1CC2)O)=O (+-)-4-(5-chloro-3-(2-((2R)-2-hydroxy-7-azabicyclo[2.2.1]heptan-7-yl)acetyl)-2-methyl-1H-pyrrol-1-yl)benzonitrile